FCCNC(CSC)=O N-(2-fluoroethyl)-2-methylsulfanyl-acetamide